1-(3-chloro-1,2,4-thiadiazol-5-yl)-7-{3-[(2-ethoxyethyl)carbamoyl]azetidin-1-yl}-5-methyl-4-oxo-1,4-dihydro-1,8-naphthyridine-3-carboxylic acid ClC1=NSC(=N1)N1C=C(C(C2=C(C=C(N=C12)N1CC(C1)C(NCCOCC)=O)C)=O)C(=O)O